(3-cyclopropyl-5-(2-methylpyridin-3-yl)pyrazolo[1,5-a]pyrimidin-7-yl)(4-(pyridin-2-yl)benzyl)carbamic acid tert-butyl ester C(C)(C)(C)OC(N(CC1=CC=C(C=C1)C1=NC=CC=C1)C1=CC(=NC=2N1N=CC2C2CC2)C=2C(=NC=CC2)C)=O